(S)-2-(3,3-Difluoro-1-hydroxycyclobutyl)-N-(1-(3-(difluoromethoxy)phenyl)butyl)acetamid FC1(CC(C1)(O)CC(=O)N[C@@H](CCC)C1=CC(=CC=C1)OC(F)F)F